1-Bromo-3-fluoro-5-(methoxymethyl)benzene BrC1=CC(=CC(=C1)COC)F